10,10-dimethyl-9-oxo-4-(pyridin-2-ylmethyl)-1-oxa-4-azaspiro[5.5]undec-7-ene-8-carbonitrile CC1(C(C(=CC2(CN(CCO2)CC2=NC=CC=C2)C1)C#N)=O)C